Trifluoromethanesulfonic acid 6-bromo-3-cyanopyrazolo[1,5-a]pyridin-4-yl ester BrC=1C=C(C=2N(C1)N=CC2C#N)OS(=O)(=O)C(F)(F)F